tert-butyl (Z)-4-(5-((5-oxo-3-(trifluoromethyl)isoxazol-4(5H)-ylidene)methyl)thiophen-2-yl)piperazine-1-carboxylate O=C1\C(\C(=NO1)C(F)(F)F)=C/C1=CC=C(S1)N1CCN(CC1)C(=O)OC(C)(C)C